5-(2-bromophenyl)-2,2-dimethylpent-4-en-1-ol BrC1=C(C=CC=C1)C=CCC(CO)(C)C